2-[[(1R)-1-[2-(2-Methoxyphenyl)-6-methyl-4-oxo-chromen-8-yl]ethyl]amino]benzoic acid COC1=C(C=CC=C1)C=1OC2=C(C=C(C=C2C(C1)=O)C)[C@@H](C)NC1=C(C(=O)O)C=CC=C1